(3-chloro-4-fluorophenyl)-7-methoxy-6-(3-morpholin-4-ylpropoxy)quinazolin-4-amine ClC=1C=C(C=CC1F)C1=NC2=CC(=C(C=C2C(=N1)N)OCCCN1CCOCC1)OC